FC(COC=1C(=NC(=NC1OC)NS(=O)(=O)C1=CNC(=C1)C1=C(C=CC=C1)F)OC)F N-[5-(2,2-difluoroethoxy)-4,6-dimethoxy-pyrimidin-2-yl]-5-(2-fluorophenyl)-1H-pyrrole-3-sulfonamide